1-(1-hexadecyl)-2-methylpyridinium C(CCCCCCCCCCCCCCC)[N+]1=C(C=CC=C1)C